ClC1=C(C=C(C(=C1)C(=O)N1CCNCC1)Cl)C=1C2=C(C(N(C1)C)=O)N(N=C2)CC2=CC=C(C=C2)OC 4-(2,5-dichloro-4-(piperazine-1-carbonyl)phenyl)-1-(4-methoxybenzyl)-6-methyl-1,6-dihydro-7H-pyrazolo[3,4-c]pyridin-7-one